3-(tert-butoxycarbonylamino)acetoxymethyl-2-methylaminopyridineBenzyl Alcohol C(C)(C)(C)OC(=O)NCC(=O)OCC=1C(NC=CC1)(C1=CC=CC=C1CO)NC